methyl 4-amino-7-chloro-3-methyl-3H-pyrazolo[3,4-c]quinoline-8-carboxylate NC1=NC=2C=C(C(=CC2C2=C1N(N=C2)C)C(=O)OC)Cl